2-(3-fluorobenzyl)-2,6-diazabicyclo[3.3.0]octane FC=1C=C(CN2C3CCNC3CC2)C=CC1